ethyl 1-nitro-2,3-diphenylcyclopropane-1-carboxylate [N+](=O)([O-])C1(C(C1C1=CC=CC=C1)C1=CC=CC=C1)C(=O)OCC